C(CCCC)OC(=O)C1C2C=CC(C1C(=O)OCCCCC)CC2 bicyclo[2.2.2]oct-5-ene-2,3-dicarboxylic acid di-n-pentyl ester